tert-butyl 7-[2-[4-(4-chlorophenyl)-5-[2-(difluoromethyl)-4-pyridyl]imidazol-1-yl]acetyl]-2,7-diazaspiro[3.5]nonane-2-carboxylate ClC1=CC=C(C=C1)C=1N=CN(C1C1=CC(=NC=C1)C(F)F)CC(=O)N1CCC2(CN(C2)C(=O)OC(C)(C)C)CC1